COC1=C(C(=CC=C1)OC)P(C1=C(C=CC=C1OC)OC)C1=C(OC=C1)C(=O)N (bis(2,6-dimethoxyphenyl)phosphino)furan-2-carboxamide